CN1C(CC2=CC(=CC=C12)C#CC1=C2C=C(N=CC2=C(N=C1)NC)NC(=O)C1CC1)=O N-(5-((1-methyl-2-oxoindolin-5-yl)ethynyl)-8-(methylamino)-2,7-naphthyridin-3-yl)cyclopropanecarboxamide